C(CCCC(=O)ON1C(C(CC1=O)S(=O)(=O)O)=O)(=O)ON1C(C(CC1=O)S(=O)(=O)O)=O Bis-(sulfosuccinimidyl) glutarate